OC1N(C2(CCC1C2)N)CC2=CC=CC=C2 hydroxylbenzyl-azabicyclo[2.2.1]heptanAmin